p-fluorobenzenesulfinic acid sodium salt C1=CC(=CC=C1F)S(=O)O